FC(COC1=C(C=CC(=C1)F)C1=NC=CC2=C1CN(C2=O)C2=NC=C(C=C2)C(C)(C)O)F 4-[2-(2,2-difluoroethoxy)-4-fluorophenyl]-2-[5-(2-hydroxypropan-2-yl)pyridin-2-yl]-2,3-dihydro-1H-pyrrolo[3,4-c]pyridin-1-one